OCCCCCC1N(C2=NC=CC=C2CC1)C(=O)OC methyl 2-(5-hydroxypentyl)-3,4-dihydro-1,8-naphthyridine-1(2H)-carboxylate